6-(((6-chloro-1-methyl-1H-pyrazolo[3,4-d]pyrimidin-4-yl)amino)methyl)pyridine-3-sulfonamide ClC1=NC(=C2C(=N1)N(N=C2)C)NCC2=CC=C(C=N2)S(=O)(=O)N